OC=1C=C(C=CC1C1=NC=C(N=C1)N(C1CC(NC(C1)(C)C)(C)C)C)C=1C=NN(C1C#N)C 4-(3-hydroxy-4-(5-(methyl(2,2,6,6-tetramethylpiperidin-4-yl)amino)pyrazin-2-yl)phenyl)-1-methyl-1H-pyrazol-5-carbonitril